4-(5-hydroxypyridin-2-yl)piperazine-1-carboxylic acid tert-butyl ester C(C)(C)(C)OC(=O)N1CCN(CC1)C1=NC=C(C=C1)O